COC(=O)C1=CC=C2C(N(C(NC2=C1)=O)C)C 3,4-dimethyl-2-oxo-1,2,3,4-tetrahydroquinazoline-7-carboxylic acid methyl ester